4-([1,2,4]triazolo[1,5-a]pyridin-7-oxy)-3-methylaniline N=1C=NN2C1C=C(C=C2)OC2=C(C=C(N)C=C2)C